CSC(C=1C(=CC(=CC1)N)N)SC bis(methylthio)-2,4-toluenediamine